5-(4-nitrobenzylidene)barbituric acid [N+](=O)([O-])C1=CC=C(C=C2C(NC(NC2=O)=O)=O)C=C1